6-(prop-2-yloxy)pyridine-3-sulfonyl chloride CC(C)OC1=CC=C(C=N1)S(=O)(=O)Cl